N-((7-chloroimidazo[1,5-a]pyridin-1-yl)methyl)-1H-pyrazole-4-carboxamide 2,2,2-Trifluoroethyl-(S)-2-amino-3-(4-(2-aminoethoxy)phenyl)propanoate dihydrochloride Cl.Cl.FC(COC([C@H](CC1=CC=C(C=C1)OCCN)N)=O)(F)F.ClC1=CC=2N(C=C1)C=NC2CNC(=O)C=2C=NNC2